C[C@H](CCC=C(C)C)CCO (+)-β-citronellol